tert-butyl 2'-amino-3'-cyano-6'H-spiro[azetidine-3,4'-selenopheno[2,3-c]thiophene]-1-carboxylate NC1=C(C2=C(CSC23CN(C3)C(=O)OC(C)(C)C)[Se]1)C#N